N-[(1s,3s)-3-({5-[3-(2,6-difluorophenyl)-5-methylpyridin-2-yl]-4,5-dihydro-1,2-oxazol-3-yl}oxy)cyclobutyl]methanesulfonamide FC1=C(C(=CC=C1)F)C=1C(=NC=C(C1)C)C1CC(=NO1)OC1CC(C1)NS(=O)(=O)C